C(C=C)(=O)OCC1C(OC1)C(F)(F)F 3-(acryloyloxymethyl)-2-trifluoromethyl-oxetane